CCN=C=S 2-Ethyl isothiocyanate